4-((4-(tert-Butoxycarbonyl)phenyl)amino)-6-(2-chloro-6-fluorophenyl)pyridazine-3-carboxylic acid methyl ester COC(=O)C=1N=NC(=CC1NC1=CC=C(C=C1)C(=O)OC(C)(C)C)C1=C(C=CC=C1F)Cl